O.N ammonia, hydrate